(2-fluoro-6-(trifluoromethyl)phenyl)methanol FC1=C(C(=CC=C1)C(F)(F)F)CO